[Na+].C(C=CCC)(=O)[O-] pentenoic acid sodium salt